3-(6-butyl-3-(4-methoxyphenyl)pyrazin-2-yl)-3-azabicyclo[3.1.0]hexane-6-carboxylic acid C(CCC)C1=CN=C(C(=N1)N1CC2C(C2C1)C(=O)O)C1=CC=C(C=C1)OC